CN(C)C=C(C(=O)OCC)C([C@@H]([C@@](C(F)(F)F)(C)O)C)=O ethyl (4R,5R)-2-((dimethylamino)methylene)-6,6,6-trifluoro-5-hydroxy-4,5-dimethyl-3-oxohexanoate